COC(=O)C1=CC=C2CCN(C(C2=C1)(C)C)CC1=CC=CC=C1 2-benzyl-1,1-dimethyl-3,4-dihydroisoquinoline-7-carboxylic acid methyl ester